(2S,3S,4R,5R)-5-(2-(5-chloropyridin-3-yl)-6-(cyclobutylamino)-9H-purin-9-yl)-3,4-dihydroxyl-N-(methyl-d3)-tetrahydrofuran-2-carboxamide ClC=1C=C(C=NC1)C1=NC(=C2N=CN(C2=N1)[C@H]1[C@@H]([C@@H]([C@H](O1)C(=O)NC([2H])([2H])[2H])O)O)NC1CCC1